(S)-2-((1-(3,6-dimethyl-4-oxo-2-(piperidin-1-yl)-3,4-dihydroquinazolin-8-yl)ethyl)amino)benzoic acid CN1C(=NC2=C(C=C(C=C2C1=O)C)[C@H](C)NC1=C(C(=O)O)C=CC=C1)N1CCCCC1